4-[3-(5-fluoro-2-pyridinyl)-1-methyl-pyrazol-4-yl]-1H-pyrrolo[2,3-b]pyridin-6-amine FC=1C=CC(=NC1)C1=NN(C=C1C1=C2C(=NC(=C1)N)NC=C2)C